C(C)(C)(C)CNCCCl tert-butyl-(2-chloroethyl)aminomethane